[Cl-].[Cl-].CC1(C(=C(C(=C1CCC)C)C)C)[Zr+2]C1C(=CC2=C(C=CC=C12)C1=CC=CC=C1)C (1,2,3,4-tetramethyl-5-n-propylcyclopentadienyl)(2-methyl-4-phenylindenyl)zirconium dichloride